3-((4-(4,4-difluoropiperidin-1-yl)-6-(3-(3-methoxyphenyl)-1H-pyrazol-1-yl)pyrimidin-2-yl)oxy)propane-1,2-diol FC1(CCN(CC1)C1=NC(=NC(=C1)N1N=C(C=C1)C1=CC(=CC=C1)OC)OCC(CO)O)F